C(C)(C)(C)OC(NCCOC1=CC(=C(C(=C1)F)[C@H]1N([C@@H](CC2=C1NC1=CC=CC=C21)C)CC(C)(C)F)F)=O (2-(3,5-difluoro-4-((1R,3R)-2-(2-fluoro-2-methylpropyl)-3-methyl-2,3,4,9-tetrahydro-1H-pyrido[3,4-b]indol-1-yl)phenoxy)ethyl)carbamic acid tert-butyl ester